NC=1C(N(C=CN1)CC=1C(=CC2=C(NC(O[C@@]2(C(C)(F)F)C#CC2CC2)=O)C1)F)=O (S)-7-((3-amino-2-oxopyrazin-1(2H)-yl)methyl)-4-(cyclopropylethynyl)-4-(1,1-difluoroethyl)-6-fluoro-1,4-dihydro-2H-benzo[d][1,3]oxazin-2-one